(allyl-[1,3-bis(2,6-diisopropylphenyl)imidazol-2-ylidene])Palladium (II) chloride C(C=C)C=1N(C(N(C1)C1=C(C=CC=C1C(C)C)C(C)C)=[Pd-]Cl)C1=C(C=CC=C1C(C)C)C(C)C